(2S)-N-[(1S)-1-CYANO-2-PHENYLETHYL]-1,4-OXAZEPANE-2-CARBOXAMIDE C(#N)[C@H](CC1=CC=CC=C1)NC(=O)[C@H]1OCCCNC1